C(C1=CC=CC=C1)SC1=CC(=C(C=C1)NC1=NC=C(C(=N1)C=1C=NN(C1)C)C(F)(F)F)C N-(4-benzylsulfanyl-2-methyl-phenyl)-4-(1-methylpyrazol-4-yl)-5-(trifluoromethyl)pyrimidine-amine